2-(Boc-amino)isobutyric acid C(=O)(OC(C)(C)C)NC(C(=O)O)(C)C